(6-bromo-8,9-dihydroimidazo[1',2':1,6]pyrido[2,3-d]pyrimidin-2-yl)-1,3,4-thiadiazol-2-amine BrC1=CC2=C(N=C(N=C2)C2=NN=C(S2)N)N2C1=NCC2